C1N(CC12CNC2)C=2C=C(C=NC2)C=2C=C1C=CC(=NC1=CC2)OC 6-(5-(2,6-diazaspiro[3.3]heptane-2-yl)pyridin-3-yl)-2-methoxyquinoline